amino-triazole NC=1N=NNC1